4-(3-((((1S,3S)-3-aminocyclohexyl)methyl)amino)-1-(3-(1-(2-hydroxyethyl)-1H-pyrazol-4-yl)phenyl)-1H-pyrazol-5-yl)-2-fluorobenzonitrile N[C@@H]1C[C@H](CCC1)CNC1=NN(C(=C1)C1=CC(=C(C#N)C=C1)F)C1=CC(=CC=C1)C=1C=NN(C1)CCO